(R)-5-(((4-(3-chloro-4-(2-chloro-3-((3-fluoro-4-(((2-hydroxyethyl)amino)methyl)pyridin-2-yl)amino)phenyl)pyridin-2-yl)-2-methoxybenzyl)amino)methyl)pyrrolidin-2-one ClC=1C(=NC=CC1C1=C(C(=CC=C1)NC1=NC=CC(=C1F)CNCCO)Cl)C1=CC(=C(CNC[C@H]2CCC(N2)=O)C=C1)OC